1-(5-bromo-4-fluoro-2-methyl-phenyl)-2-oxo-6-(trifluoromethyl)pyridine-3-carboxylic acid BrC=1C(=CC(=C(C1)N1C(C(=CC=C1C(F)(F)F)C(=O)O)=O)C)F